CCCCC/C=C\\C/C=C\\CCCCCCC[C@H](CC(=O)OC(CC(=O)[O-])C[N+](C)(C)C)O The molecule is an O-acylcarnitine in which the O-acyl group is specified as (3R,11Z,14Z)-3-hydroxyicosadienoyl. It has a role as a mouse metabolite.